4-bromo-1-methyl-5-(tri-fluoromethyl)-pyrazole BrC=1C=NN(C1C(F)(F)F)C